COC1=CC=C(CN2C(C3=C(C=4C=CC=NC24)CC=NC3)=O)C=C1 6-(4-Methoxybenzyl)-5-oxo-1,4,5,6-tetrahydropyrido[3,4-C][1,8]naphthyridine